ClC=1C(=C2N=C(N=C3C2=C(OC(C2C4CCC(CN32)N4C(=O)[O-])C)N1)SC)F 2-chloro-1-fluoro-5-methyl-12-(methylthio)-5a,6,7,8,9,10-hexahydro-5H-4-oxa-3,10a,11,13,14-pentaaza-6,9-methanonaphtho{1,8-ab}heptalene-14-carboxylate